S-hydrogen phosphorodithioate P([O-])([O-])(=S)S